ClC1=C(C(=C(C=C1)N1C(C2=CC=CC=C2C1=O)=O)[N+](=O)[O-])F 2-(4-chloro-3-fluoro-2-nitrophenyl)isoindoline-1,3-dione